CC1=C(C(=C(C(=C1C)OC)C)C)O 2,3,5,6-Tetramethyl-4-methoxy-phenol